Methyl (2S,3S)-1-(7,8-Dichloro-4-(1H-Imidazol-1-Yl) Quinolin-2-Yl)-3-Hydroxypyrrolidine-2-Carboxylate ClC1=CC=C2C(=CC(=NC2=C1Cl)N1[C@@H]([C@H](CC1)O)C(=O)OC)N1C=NC=C1